1-fluoro-4-methoxymethoxy-2-nitrobenzene FC1=C(C=C(C=C1)OCOC)[N+](=O)[O-]